C1(=CC=CC=C1)N(P([O-])([O-])=O)C1=CC=CC=C1.C1(=CC=CC=C1)OP(OC1=CC=CC=C1)(=O)N.CN(S(=O)(=O)NC(C[N+]1=NC=C(C=C1)C1=NC=CC=N1)=O)C.CN(S(=O)(=O)NC(C[N+]1=NC=C(C=C1)C1=NC=CC=N1)=O)C Dimethylsulfamoyl-[2-(4-pyrimidin-2-ylpyridazin-1-ium-1-yl)acetyl]azane diphenyl-phosphoramidate (diphenyl-phosphoramidate)